OCCN1CCN(CC1)CCC1=C2C(NC(C2=CC=C1)=O)=O {2-[4-(2-hydroxy-ethyl)-piperazin-1-yl]-ethyl}-isoindole-1,3-dione